3-(aminomethyl)-1λ6-thiacyclopentane-1,1-dione NCC1CS(CC1)(=O)=O